ClC1=C(C=CC=C1C1=C(C(=NC=C1)C1=CC(=C(C=C1)CNC1CCC(CC1)O)OC)Cl)C1=CC=C(C(=N1)OC)CNC1CCC(CC1)O (1s,4s)-4-(((6-(2-chloro-3-(3-chloro-2-(4-((((1r,4s)-4-hydroxycyclohexyl)amino)methyl)-3-methoxyphenyl)pyridin-4-yl)phenyl)-2-methoxypyridin-3-yl)methyl)amino)cyclohexan-1-ol